3-Fluoro-2-[1-(propan-2-yl)-1H-pyrazol-4-yl]-5-[({1-[4-(trifluoromethoxy)phenyl]cyclopropyl}carbonyl)amino]benzoic acid FC=1C(=C(C(=O)O)C=C(C1)NC(=O)C1(CC1)C1=CC=C(C=C1)OC(F)(F)F)C=1C=NN(C1)C(C)C